(S)-3-((S)-sec-butyl)-4-(3-(4-methylpiperazin-1-yl)azetidine-1-carbonyl)-1,3,4,5-tetrahydro-2H-benzo[e][1,4]diazepin-2-one [C@H](C)(CC)[C@@H]1N(CC2=C(NC1=O)C=CC=C2)C(=O)N2CC(C2)N2CCN(CC2)C